9-(7-bromo-8-fluoro-2-((1-methyl-2-oxabicyclo[2.1.1]hexan-4-yl)methoxy)-6-(trifluoromethyl)quinazolin-4-yl)-3-oxa-7,9-diazabicyclo[3.3.1]nonane-7-carboxylic acid tert-butyl ester C(C)(C)(C)OC(=O)N1CC2COCC(C1)N2C2=NC(=NC1=C(C(=C(C=C21)C(F)(F)F)Br)F)OCC21COC(C2)(C1)C